CN1[N+](=C(C=C1C)C)C 1,2,3,5-tetramethyl-1H-pyrazol-2-ium